(R)-3,3-difluoro-8-azaspiro[4.5]decan-1-amine FC1(C[C@H](C2(C1)CCNCC2)N)F